CC1=NC=CC(=C1)C=1N=C2N(C=CC=N2)C1C1=CC=C2CCCNC2=C1 7-(2-(2-Methylpyridin-4-yl)imidazo[1,2-a]pyrimidin-3-yl)-1,2,3,4-tetrahydroquinoline